4'-(Dibenzo[c,h]acridin-7-yl)-[1,1'-biphenyl]-3-carbonitrile C1=CC=CC=2C=CC=3C(=C4C=CC5=C(C4=NC3C21)C=CC=C5)C5=CC=C(C=C5)C5=CC(=CC=C5)C#N